3-(naphthalen-1-yl)-6-(1H-tetrazol-5-yl)quinolin C1(=CC=CC2=CC=CC=C12)C=1C=NC2=CC=C(C=C2C1)C1=NN=NN1